3-((Phenylamino)methyl)-4H-chromen-4-one C1(=CC=CC=C1)NCC1=COC2=CC=CC=C2C1=O